BrC(C(=O)C=1C(=C(C=CC1)NC(C)=O)F)C1=NC(=NC=C1)Cl N-(3-(2-bromo-2-(2-chloropyrimidin-4-yl)acetyl)-2-fluorophenyl)acetamide